(3R,7S)-2-(3,4-Dichlorobenzoyl)-N,3-dimethyl-10-oxo-9-((R)-1-(5-(trifluoromethyl)pyrazin-2-yl)ethyl)-1,2,3,4,7,8,9,10-octahydropyrido[4',3':3,4]pyrazolo[1,5-a]pyrazine-7-carboxamide ClC=1C=C(C(=O)N2CC=3C(=NN4C3C(N(C[C@H]4C(=O)NC)[C@H](C)C4=NC=C(N=C4)C(F)(F)F)=O)C[C@H]2C)C=CC1Cl